(cis)-tert-Butyl 4-(3-((allyloxy)carbonyl)-3-methylcyclobutyl)-3,3-difluorohexahydropyrrolo[3,2-b]pyrrole-1(2H)-carboxylate C(C=C)OC(=O)C1(CC(C1)N1CC[C@@H]2N(CC([C@@H]21)(F)F)C(=O)OC(C)(C)C)C